(3R)-3-ethyl-3-methyl-N-(4-methyl-5-oxo-2-phenyl-5,6,7,8-tetrahydro-4H-pyrazolo[1,5-a][1,3]diazepin-6-yl)-1,3-dihydrofuro[3,4-c]pyridine-6-carboxamide C(C)[C@]1(OCC2=C1C=NC(=C2)C(=O)NC2C(N(C=1N(CC2)N=C(C1)C1=CC=CC=C1)C)=O)C